2,4-difluoro-N-(2-methoxy-5-(4-(pyrrolidin-1-yl)thieno[2,3-d]pyrimidin-6-yl)pyridin-3-yl)benzenesulfonamide FC1=C(C=CC(=C1)F)S(=O)(=O)NC=1C(=NC=C(C1)C1=CC2=C(N=CN=C2N2CCCC2)S1)OC